1-{4-[7-{[1-(4-Chloro-phenyl)-cyclobutylmethyl]-amino}-1-(1-ethyl-propyl)-1H-pyrazolo[4,3-d]pyrimidin-5-yl]-piperazin-1-yl}-ethanone ClC1=CC=C(C=C1)C1(CCC1)CNC=1C2=C(N=C(N1)N1CCN(CC1)C(C)=O)C=NN2C(CC)CC